NC=1C=CC(=C(C(=O)OC)C1)C=1SC(=CC1)C(F)(F)F Methyl 5-amino-2-[5-(trifluoromethyl)-2-thienyl]benzoate